5-chloro-2-[(2,4-dimethyl-3-oxopiperazin-1-yl)methyl]-7,8-dihydro-6H-spiro[[1,3]oxazolo[5,4-f]quinazoline-9,1'-cyclohexan]-7-one ClC=1C=C2C(=C3C1NC(NC31CCCCC1)=O)OC(=N2)CN2C(C(N(CC2)C)=O)C